(S)-7-(3,4-difluorobenzyl)-6-methyl-2-(2-((1-methyl-1H-pyrazol-5-yl)amino)pyrimidin-4-yl)-6,7-dihydroimidazo[1,2-a]pyrazin-8(5H)-one FC=1C=C(CN2C(C=3N(C[C@@H]2C)C=C(N3)C3=NC(=NC=C3)NC3=CC=NN3C)=O)C=CC1F